(E)-1-(1-methoxypropoxy)hex-3-ene COC(CC)OCC\C=C\CC